FC1=C(C(=CC=C1)F)C1=NC(=CC=C1C1CC(=NO1)N1C[C@H](C(C1)(F)F)NS(=O)(=O)C)C N-[(3R)-1-{5-[2-(2,6-difluorophenyl)-6-methylpyridin-3-yl]-4,5-dihydro-1,2-oxazol-3-yl}-4,4-difluoropyrrolidin-3-yl]methanesulfonamide